tert-butyl (2R)-2-(aminomethyl)morpholine-4-carboxylate NC[C@@H]1CN(CCO1)C(=O)OC(C)(C)C